diethyl 2-(4-(2-oxotetrahydro-pyrimidin-1(2H)-yl)benzyl)-2-(((2R,3R,4R)-3,4,5-triacetoxy-3-ethynyltetrahydrofuran-2-yl)methoxy)malonate O=C1N(CCCN1)C1=CC=C(CC(C(=O)OCC)(C(=O)OCC)OC[C@H]2OC([C@@H]([C@]2(C#C)OC(C)=O)OC(C)=O)OC(C)=O)C=C1